C1(CCCCC1)P(C)CC1=CC=C(C=C1)OC Cyclohexylanisylmethylphosphin